acryloyloxyundecyl phosphorothioate P(OCCCCCCCCCCCOC(C=C)=O)([O-])([O-])=S